ethyl 1-(7-(((tert-butoxycarbonyl)amino)methyl)-1,6-naphthyridin-2-yl)piperidine-3-carboxylate C(C)(C)(C)OC(=O)NCC1=NC=C2C=CC(=NC2=C1)N1CC(CCC1)C(=O)OCC